C(C)=NNC(=S)NC1=CC=C(C=C1)C ethylidene-4-p-tolylthiosemicarbazide